7-(2-((Tert-butyldimethylsilyl)oxy)ethoxy)-4-hydroxy-N-methylquinoline-6-carboxamide [Si](C)(C)(C(C)(C)C)OCCOC1=C(C=C2C(=CC=NC2=C1)O)C(=O)NC